1,2,3-triazolopyridine N1N=NC2=C1C=CC=N2